tert-butyl (2R,4R)-4-hydroxy-2-[[4-(3-pyridyl)phenyl]carbamoyl]pyrrolidine-1-carboxylate O[C@@H]1C[C@@H](N(C1)C(=O)OC(C)(C)C)C(NC1=CC=C(C=C1)C=1C=NC=CC1)=O